Racemic-1-(5-chloro-2-methoxyphenyl)-3-(isoquinolin-4-yl)-2-oxoimidazoline-4-carbonitrile ClC=1C=CC(=C(C1)N1C(N([C@H](C1)C#N)C1=CN=CC2=CC=CC=C12)=O)OC |r|